3-chloro-2-hydroxypropyl-dimethyl-butane ammonium chloride [Cl-].[NH4+].ClCC(CCC(C(C)C)C)O